(E)-3-(4-bromophenyl)-1-(4-(5-methoxypyrazine-2-carbonyl)piperazin-1-yl)prop-2-en-1-one BrC1=CC=C(C=C1)/C=C/C(=O)N1CCN(CC1)C(=O)C1=NC=C(N=C1)OC